BrC=1C=2N(C=C(C1)F)C(=C(N2)C#CCNC2=C(C=C(C(=O)NC)C=C2)OC)CC(F)(F)F 4-({3-[8-bromo-6-fluoro-3-(2,2,2-trifluoroethyl)imidazo[1,2-a]pyridin-2-yl]prop-2-yn-1-yl}amino)-3-methoxy-N-methylbenzamide